ClC1=C(C=CC(C1)(C(=O)O)C1=N[C@H](C=2N(C3=C1C(=C(S3)C)C)C(=NN2)C)CC(=O)OC)C2=CC=CC=C2 2-chloro-4-[(6S)-6-(2-methoxy-2-oxoethyl)-2,3,9-trimethyl-6H-thieno[3,2-f][1,2,4]triazolo[4,3-a][1,4]diazepin-4-yl][1,1'-biphenyl]-4-carboxylic acid